1,2-bis(3-chlorophenyl)ethane methyl-3-((4S)-8-bromo-1-methyl-6-(pyridin-2-yl)-4H-benzo[f]imidazo[1,2-a][1,4]diazepin-4-yl)propanoate COC(CC[C@H]1C=2N(C3=C(C(=N1)C1=NC=CC=C1)C=C(C=C3)Br)C(=CN2)C)=O.ClC=2C=C(C=CC2)CCC2=CC(=CC=C2)Cl